4-(6-((3aR,6aS)-5-(2-chloro-6-fluorobenzoyl)hexahydropyrrolo[3,4-c]pyrrol-2(1H)-yl)pyridin-3-yl)-6-(1-methyl-1H-pyrazol-4-yl)pyrazolo[1,5-a]pyridine-3-carbonitrile ClC1=C(C(=O)N2C[C@H]3[C@@H](C2)CN(C3)C3=CC=C(C=N3)C=3C=2N(C=C(C3)C=3C=NN(C3)C)N=CC2C#N)C(=CC=C1)F